tert-butyl 6-(6-methyl-3-((pyridin-4-ylmethyl)(tetrahydro-2H-pyran-2-yl)amino)thieno[3,2-c]isothiazol-5-yl)-3,6-diazabicyclo[3.1.1]heptane-3-carboxylate CC1=C(SC=2C1=NSC2N(C2OCCCC2)CC2=CC=NC=C2)N2C1CN(CC2C1)C(=O)OC(C)(C)C